2,2',4-tribromodiphenyl ether C1=CC=C(C(=C1)OC2=C(C=C(C=C2)Br)Br)Br